FC(S(=O)(=O)OC1=CCCCC1)(F)F cyclohex-1-en-1-yl trifluoromethanesulfonate